5-(furan-2-yl)-3-(trifluoromethyl)-1H-pyrazole-4-carbonitrile O1C(=CC=C1)C1=C(C(=NN1)C(F)(F)F)C#N